CN(CCOC=1C=C(C=NC1)N1CC(CC1)C=1C=C(C(=O)NC2=CC(=CC=C2)C(F)(F)F)C=CC1C)C 3-(1-(5-(2-(dimethylamino)ethoxy)pyridin-3-yl)pyrrolidin-3-yl)-4-methyl-N-(3-(trifluoromethyl)phenyl)benzamide